trans-ethyl crotonate C(\C=C\C)(=O)OCC